SCC(CO)O 1-mercapto-2,3-propanediol